N-CYCLOPROPYL-2-(2-FORMYL-5-PROPOXYPHENOXY)ACETAMIDE C1(CC1)NC(COC1=C(C=CC(=C1)OCCC)C=O)=O